4-[(2R)-3-(3,4-dihydro-1H-isoquinolin-2-yl)-2-hydroxy-propyl]-8-(4-pyridyl)-2,3-dihydro-1,4-benzoxazepine-5-one C1N(CCC2=CC=CC=C12)C[C@H](CN1CCOC2=C(C1=O)C=CC(=C2)C2=CC=NC=C2)O